5-((1-(2,3-Dihydropyrazolo[5,1-b]oxazol-6-yl)-2-oxo-1,2-dihydropyridin-3-yl)amino)-N-((1R,2R)-2-methoxycyclobutyl)-7-(methylamino)pyrazolo[1,5-a]pyrimidine-3-carboxamide O1C=2N(CC1)N=C(C2)N2C(C(=CC=C2)NC2=NC=1N(C(=C2)NC)N=CC1C(=O)N[C@H]1[C@@H](CC1)OC)=O